C(C)N1CCN(C=2C3=C(NN=C13)C=CN2)C2CCOCC2 9-ethyl-6-(tetrahydro-2H-pyran-4-yl)-6,7,8,9-tetrahydro-2H-1,2,5,6,9-pentaazabenzo[cd]azulene